Cl.CN(N)C1=NC=CC=N1 2-(1-methylhydrazino)pyrimidine hydrochloride